FC=1C=CC=2C=3N(C=NC2C1)N=C(N3)C3=CC=C(C=C3)OC 8-fluoro-2-(4-methoxyphenyl)[1,2,4]triazolo[1,5-c]quinazolin